FC1=C(C=CC=C1)C(C(N)=NO)(C)C 2-(2-fluorophenyl)-N'-hydroxy-2-methylpropanimidamide